FC1=C(C(=C(C(=C1F)F)F)F)S(=O)(=O)[O-].[Ag+] silver(I) perfluorobenzenesulfonate